COC=1C=C2C(=C3C(=NC2=CC1C)N=C(N=C3)C3=CC=CC=C3)N 7-methoxy-8-methyl-2-phenylpyrimido[4,5-b]quinolin-5-amine